2-(2-bromo-4-fluoro-6-isopropylphenyl)acetic acid BrC1=C(C(=CC(=C1)F)C(C)C)CC(=O)O